C1(=CC=CC=C1)C(=NNC1=C2CCN(C2=CC=C1)C)C1=CC=CC=C1 4-(2-(diphenylmethylene)hydrazino)-1-methylindoline